C(C(C)C)(=O)OC=1C=CC=C2NC=C(CCN(C)C)C12 4-isobutyryloxy-N,N-dimethyltryptamine